C(C)NCCC N-ethyl-N-propyl-amine